CN1C=CC=2C1=NC=C(C2)C(=O)NC(COC2=NC=CC=C2)(C)C 1-methyl-N-(2-methyl-1-(pyridin-2-yloxy)propan-2-yl)-1H-pyrrolo[2,3-b]pyridine-5-carboxamide